(S)-(5-(3-(3-acetoxy-2,2-dimethylpropyl)-5-bromo-1-ethyl-1H-indol-2-yl)-6-(1-methoxyethyl)pyridin-3-yl)boronic acid C(C)(=O)OCC(CC1=C(N(C2=CC=C(C=C12)Br)CC)C=1C=C(C=NC1[C@H](C)OC)B(O)O)(C)C